2-(4-isopropyl-4-methylpiperidin-1-yl)-6-methyl-4-oxo-4H-chromen C(C)(C)C1(CCN(CC1)C=1OC2=CC=C(C=C2C(C1)=O)C)C